N-(3-chloro-4-fluorophenyl)-N-(4-(hydrazinecarbonyl)benzyl)-3-morpholinopropane-1-sulfonamide ClC=1C=C(C=CC1F)N(S(=O)(=O)CCCN1CCOCC1)CC1=CC=C(C=C1)C(=O)NN